BrC1=CC(=CC=2CCC=3C(=NC=CC3)CC21)Cl 10-bromo-8-chloro-6,11-dihydro-5H-benzo[5,6]cyclohepta[1,2-b]pyridine